C(=C)C1OCC2(CO1)COC(OC2)C=C 3,9-divinyl-2,4,8,10-tetraoxaspiro-[5.5]-undecane